COC(=O)C1(CC(C1)C1=C(C=CC=C1)F)C1=C(C=NC2=CC(=C(C=C12)Br)F)[N+](=O)[O-] 1-(6-bromo-7-fluoro-3-nitroquinolin-4-yl)-3-(2-fluorophenyl)cyclobutane-1-carboxylic acid methyl ester